3-(5-(((1S,2R)-2-(4-(tert-butoxy)piperidin-1-yl)cyclopentyl)oxy)-1-oxoisoindolin-2-yl)piperidine-2,6-dione C(C)(C)(C)OC1CCN(CC1)[C@H]1[C@H](CCC1)OC=1C=C2CN(C(C2=CC1)=O)C1C(NC(CC1)=O)=O